(S)-7-(8-methylnaphthalen-1-yl)-2-((1-methylpyrrolidin-2-yl)methoxy)-4-(piperazin-1-yl)-5,6,7,8-tetrahydropyrido[3,4-d]pyrimidine CC=1C=CC=C2C=CC=C(C12)N1CC=2N=C(N=C(C2CC1)N1CCNCC1)OC[C@H]1N(CCC1)C